ClC1=C(C=2NC(NC(C2C=N1)=O)=O)F 7-chloro-8-fluoro-1H,2H,3H,4H-pyrido[4,3-d]pyrimidine-2,4-dione